2,3-diphenylcyclopropenone C1(=CC=CC=C1)C=1C(C1C1=CC=CC=C1)=O